(2,6-Dioxopiperidin-3-yl)-7'-oxo-8',9'-dihydro-7'H-spiro[piperidine-4,2'-pyrano[2,3-e]isoindole]-1-carboxylic acid tert-butyl ester C(C)(C)(C)OC(=O)N1CCC2(C(=CC=3C(=C4CNC(C4=CC3)=O)O2)C2C(NC(CC2)=O)=O)CC1